ethyl 2-(ethylsulfonyl)-3-(6-(2,2,3,3,3-pentafluoropropoxy)pyridazin-3-yl)pyrazolo[1,5-a]pyrimidine-7-carboxylate C(C)S(=O)(=O)C1=NN2C(N=CC=C2C(=O)OCC)=C1C=1N=NC(=CC1)OCC(C(F)(F)F)(F)F